CC1=C(N(C(CC)=O)CCNC(OC(C)(C)C)=O)C=CC(=C1)C1=NC=C(C=C1)C(NCC=1C=NC=CC1)=O tert-butyl N-[2-[2-methyl-N-propanoyl-4-[5-(3-pyridylmethylcarbamoyl)-2-pyridyl]anilino]ethyl]carbamate